2-chloro-6-(hydroxymethyl)-3-pyridinol ClC1=NC(=CC=C1O)CO